4-(4-Aminopyrimidin-2-yl)-N-(4-methyl-4'-(2-(4-methylpiperazin-1-yl)ethoxy)-[1,1'-biphenyl]-3-yl)-N-propylthiazol-2-amine NC1=NC(=NC=C1)C=1N=C(SC1)N(CCC)C=1C=C(C=CC1C)C1=CC=C(C=C1)OCCN1CCN(CC1)C